N-(7-(difluoromethoxy)-1-(prop-2-yn-1-yl)-1H-indazol-3-yl)-3,4-difluorobenzamide FC(OC=1C=CC=C2C(=NN(C12)CC#C)NC(C1=CC(=C(C=C1)F)F)=O)F